O1CCC(CC1)C=1N2C(SC1)=NC(=C2)C(=O)N 3-(tetrahydro-2H-pyran-4-yl)imidazo[2,1-b]thiazole-6-carboxamide